C(CCCCCCC)(=O)OO peroxycaprylic acid